3-[1,2-difluoro-1-(4-methyl-4H-1,2,4-triazol-3-yl)propan-2-yl]anilin FC(C(C)(F)C=1C=C(N)C=CC1)C1=NN=CN1C